2-fluoro-5-((6-fluoro-4-(hydroxymethyl)-1-(tetrahydro-2H-pyran-2-yl)-1H-benzo[d]imidazol-5-yl)oxy)benzimidamide FC1=C(C(N)=N)C=C(C=C1)OC1=C(C2=C(N(C=N2)C2OCCCC2)C=C1F)CO